2-(o-tolyl)-quinazolin-4(3H)-one C1(=C(C=CC=C1)C1=NC2=CC=CC=C2C(N1)=O)C